4,6-dimethyl-2-(p-tolyl)-1H-benzo[d]imidazole CC1=CC(=CC=2NC(=NC21)C2=CC=C(C=C2)C)C